N-(trans-4-(2-(4-(2,3-dichlorophenyl)piperazin-1-yl)ethyl)cyclohexyl)pyridine-3-sulfonamide ClC1=C(C=CC=C1Cl)N1CCN(CC1)CC[C@@H]1CC[C@H](CC1)NS(=O)(=O)C=1C=NC=CC1